1-(allyloxy)-2-(p-tolyl)benzene C(C=C)OC1=C(C=CC=C1)C1=CC=C(C=C1)C